C1(CC1)C=1N=C(C(=NC1C=1C2=C(C=NC1)N(C=N2)C)C(=O)OC)NC=2C(=NN(C2)CC(F)F)C methyl 5-cyclopropyl-3-[[1-(2,2-difluoroethyl)-3-methyl-pyrazol-4-yl]amino]-6-(3-methylimidazo[4,5-c]pyridin-7-yl)pyrazine-2-carboxylate